(1R,3aS,6aR)-2-(2-(3-chlorophenyl)-2,2-difluoroacetyl)-N-((R)-4-fluoro-3-oxo-1-((S)-2-oxopyrrolidin-3-yl)butan-2-yl)octahydrocyclopenta[c]pyrrole-1-carboxamide ClC=1C=C(C=CC1)C(C(=O)N1[C@H]([C@H]2[C@@H](C1)CCC2)C(=O)N[C@H](C[C@H]2C(NCC2)=O)C(CF)=O)(F)F